ClC1=C2CCN(CC2=C(C=C1OCC=1C(=C(C=CC1)C1=C(C(=CC=C1)OCCCN1C[C@@H](CC1)O)C)C)O)CC(=O)O (R)-2-(5-chloro-8-hydroxy-6-((3'-(3-(3-hydroxypyrrolidin-1-yl)propoxy)-2,2'-dimethyl-[1,1'-biphenyl]-3-yl)methoxy)-3,4-dihydroisoquinolin-2(1H)-yl)acetic acid